5,10,15,20-tetrakis(1-methyl-4-pyridinyl)porphyrin tetratosylate S(=O)(=O)(O)C1=CC=C(C)C=C1.S(=O)(=O)(O)C1=CC=C(C)C=C1.S(=O)(=O)(O)C1=CC=C(C)C=C1.S(=O)(=O)(O)C1=CC=C(C)C=C1.CN1CC=C(C=C1)C=1C2=CC=C(N2)C(=C2C=CC(C(=C3C=CC(=C(C=4C=CC1N4)C4=CCN(C=C4)C)N3)C3=CCN(C=C3)C)=N2)C2=CCN(C=C2)C